C1(CC1)[C@H]1NCC[C@H](C1)C1=NN=CN1C (2S,4R)-2-cyclopropyl-4-(4-methyl-4H-1,2,4-triazol-3-yl)piperidine